lithium 1-oxo-1,2-dihydroisoquinoline-4-carboxylate O=C1NC=C(C2=CC=CC=C12)C(=O)[O-].[Li+]